CC1(COC1)C 3,3-dimethyl-oxetane